N1C(=CC2=CC=CC=C12)C(=O)N[C@H](C(=O)NNC(OC(C)(C)C)=O)CC(C)C tert-butyl N-[[(2S)-2-(1H-indole-2-carbonylamino)-4-methyl-pentanoyl]amino]carbamate